(cis)-4-(7-morpholinoquinoxalin-5-yl)oxycyclohexanamine O1CCN(CC1)C1=CC(=C2N=CC=NC2=C1)O[C@H]1CC[C@H](CC1)N